S(=O)(=O)(O)O.C(C)C(C[Na])CCCC L-2-ethylhexyl-sodium sulfate